FC1=C(C=CC(=C1)F)C(CN1N=CN=C1)(CCNCC=1C=CC=2N(C1)N=C(C2C2=CC=NC=C2)C2=CC=C(C=C2)F)O 2-(2,4-difluorophenyl)-4-(((2-(4-fluorophenyl)-3-(pyridin-4-yl)pyrazolo[1,5-a]pyridin-6-yl)methyl)amino)-1-(1H-1,2,4-triazol-1-yl)butan-2-ol